N-(4-(4-Amino-7-(2,2-difluoroethyl)-7H-pyrrolo[2,3-d]pyrimidin-5-yl)phenyl)-2-(5-Chloropyridin-2-yl)-6-isopropyl-3-oxo-2,3-dihydropyridazine-4-carboxamide NC=1C2=C(N=CN1)N(C=C2C2=CC=C(C=C2)NC(=O)C=2C(N(N=C(C2)C(C)C)C2=NC=C(C=C2)Cl)=O)CC(F)F